3-(5,5'-diallyl-2,2'-dihydroxy-[1,1'-biphenyl]-3-yl)-1-(3-fluorophenyl)prop-2-en-1-one C(C=C)C=1C=C(C(=C(C1)C1=C(C=CC(=C1)CC=C)O)O)C=CC(=O)C1=CC(=CC=C1)F